N-{[5-chloro-6-(5-methoxy-2-pyrazinyl)-2-indolyl]methyl}-2-oxabicyclo[2.1.1]hexane-4-carboxamide ClC=1C=C2C=C(NC2=CC1C1=NC=C(N=C1)OC)CNC(=O)C12COC(C1)C2